N-(3-((1s,3R)-3-(cyanomethyl)-1-(4-methyl-4H-1,2,4-triazol-3-yl)cyclobutyl)phenyl)-7-(1-((S)-3-methylpiperidin-1-yl)ethyl)-1H-pyrrolo[3,2-b]pyridine-5-carboxamide C(#N)CC1CC(C1)(C1=NN=CN1C)C=1C=C(C=CC1)NC(=O)C1=CC(=C2C(=N1)C=CN2)C(C)N2C[C@H](CCC2)C